8-chloro-3,4-dimethylpyrimido[4',5':4,5]Furano[2,3-c]Pyridazine ClC1=NC=NC2=C1OC=1N=NC(=C(C12)C)C